C1NNCC2=CC=CC=C12 tetrahydro-2,3-naphthyridine